(R)-2-[4-bromo-2-(1,1-difluoroethyl)-5-fluorophenoxy]-3-fluoropropanol BrC1=CC(=C(O[C@H](CO)CF)C=C1F)C(C)(F)F